C1C2C(CCCCCCCCC1)O2 2-cyclododecene oxide